BrC=1C=CC(=C(C1)C(C(F)(F)F)=O)OC 1-(5-bromo-2-methoxy-phenyl)-2,2,2-trifluoro-ethanone